1-cyclopropyltriazole C1(CC1)N1N=NC=C1